[Cl-].ClN1C(=O)NC(=O)NC1=O chloroisocyanuric acid chloride